COC=1C=C(C=NC1)NC(=O)C1=CN2C3=CC=C(C=C3SC2=N1)C1=CC=CC=C1 N-(5-methoxypyridin-3-yl)-10-phenyl-7-thia-2,5-diazatricyclo[6.4.0.02,6]dodeca-1(12),3,5,8,10-pentaene-4-carboxamide